4'-(6-chloro-2-(((3R,3aR,6R,6aR)-6-hydroxyhexahydrofuro[3,2-b]furan-3-yl)oxy)-1H-imidazo[4,5-b]pyridin-5-yl)-[1,1'-biphenyl]-4-sulfonic acid ClC=1C=C2C(=NC1C1=CC=C(C=C1)C1=CC=C(C=C1)S(=O)(=O)O)N=C(N2)O[C@H]2[C@@H]1[C@H](OC2)[C@@H](CO1)O